C12(CNC=3C=NC=4C=CC=CC4C31)CN(C2)C(=O)[O-] dihydrospiro[azetidine-3,1'-pyrrolo[2,3-c]quinoline]-1-carboxylate